7-((2-((2-(difluoromethoxy)-4-((1S,4S)-5-methyl-2,5-diazabicyclo[2.2.1]heptan-2-yl)phenyl)amino)-5-(trifluoromethyl)pyrimidin-4-yl)amino)isoindolin-1-one FC(OC1=C(C=CC(=C1)N1[C@@H]2CN([C@H](C1)C2)C)NC2=NC=C(C(=N2)NC=2C=CC=C1CNC(C21)=O)C(F)(F)F)F